The molecule is a CDP-D-abequose in which the anomeric centre of the pyranose fragment has alpha-configuration. It is a conjugate acid of a CDP-alpha-D-abequose(2-). C[C@@H]1[C@@H](C[C@H]([C@H](O1)OP(=O)(O)OP(=O)(O)OC[C@@H]2[C@H]([C@H]([C@@H](O2)N3C=CC(=NC3=O)N)O)O)O)O